N-(2-chloro-3'-(6-(difluoromethoxy)-5-formylbenzo[d]oxazol-2-yl)-2'-methyl-[1,1'-biphenyl]-3-yl)-5-(4,4-difluorocyclohexyl)-4,5,6,7-tetrahydrothiazolo[4,5-c]pyridine-2-carboxamide ClC1=C(C=CC=C1NC(=O)C=1SC2=C(CN(CC2)C2CCC(CC2)(F)F)N1)C1=C(C(=CC=C1)C=1OC2=C(N1)C=C(C(=C2)OC(F)F)C=O)C